Cl.N[C@H](C(=O)N)C[C@H]1C(NCCC1)=O (S)-2-amino-3-((S)-2-oxopiperidin-3-yl)propanamide hydrochloride